C1(=CC=CC=C1)N1N=CC(=C1)C=1C=C2C=CNC2=CC1 5-(1-phenylpyrazol-4-yl)-1H-indole